N-(1,3-dimethyl-butyl)-N'-phenyl-p-phenylenediamine CC(CC(C)C)NC1=CC=C(C=C1)NC1=CC=CC=C1